[H+].C(CC(=O)[O-])C(C(=O)[O-])O The molecule is a dicarboxylic acid monoanion resulting from the removal of a proton from one of the carboxylic acid groups of 2-hydroxyglutaric acid. It is a dicarboxylic acid monoanion and a 2-hydroxyglutarate. It derives from a glutarate(1-). It is a conjugate base of a 2-hydroxyglutaric acid. It is a conjugate acid of a 2-hydroxyglutarate(2-).